N-((S)-3-((tert-butoxycarbonyl)(methyl)amino)-4-((tert-butyldiphenylsilyl)oxy)butanoyl)-N-methyl-L-valine C(C)(C)(C)OC(=O)N([C@@H](CC(=O)N([C@@H](C(C)C)C(=O)O)C)CO[Si](C1=CC=CC=C1)(C1=CC=CC=C1)C(C)(C)C)C